ClC=1C=CC2=C([C@H](C[C@H](O2)C(=O)NC23[C@H](CC(CC2)(CC3)NC(COC3=CC(=C(C=C3)Cl)F)=O)O)O)C1 (2S,4S)-6-chloro-N-{(2S)-4-[2-(4-chloro-3-fluorophenoxy)acetamido]-2-hydroxybicyclo[2.2.2]oct-1-yl}-4-hydroxy-3,4-dihydro-2H-1-benzopyran-2-carboxamide